3-((3-bromoimidazo[1,2-a]pyridin-6-yl)(tert-butoxycarbonyl)amino)piperidine BrC1=CN=C2N1C=C(C=C2)N(C2CNCCC2)C(=O)OC(C)(C)C